2-((4-Cyanophenyl)amino)-6,7,8,9-tetrahydro-5H-pyrimido[4,5-d]azepine C(#N)C1=CC=C(C=C1)NC=1N=CC2=C(CCNCC2)N1